5-formyl-2-((2-(trifluoromethyl)pyridin-4-yl)oxy)benzonitrile C(=O)C=1C=CC(=C(C#N)C1)OC1=CC(=NC=C1)C(F)(F)F